COC=1C=C(C=O)C(=CN1)OCC=1C=NC=C(C1)C 2-methoxy-5-((5-methylpyridin-3-yl)methoxy)isonicotinaldehyde